(1,2-cis)-2-((3-(3-aminopropyl)phenoxy)methyl)cyclohexanol C1CC[C@H]([C@H](C1)COC2=CC=CC(=C2)CCCN)O